3-(3-((6-chloropyridazin-3-yl)(methyl)amino)azetidine-1-carbonyl)-4-fluorobenzaldehyde ClC1=CC=C(N=N1)N(C1CN(C1)C(=O)C=1C=C(C=O)C=CC1F)C